BrC1=C(C(=NC=C1)CCl)CCl bromo-2,3-bis(chloromethyl)pyridine